β-hydroxy-β-methylglutaric acid OC(CC(=O)O)(CC(=O)O)C